N-(vinylphosphinyl)aminotetrahydrothiophene-1,1-dioxide C(=C)P(=O)NC1S(CCC1)(=O)=O